CC(C(=O)OCC=C)(CCC)C allyl 2,2-dimethylpentanoate